FC1=CC=C(C=C1)NC(=O)C1CCC1 N-(4-fluorophenyl)cyclobutane-1-Formamide